5-amino-3-chloro-6-(2,3-dichlorophenyl)pyrazine-2-carboxylic acid ethyl ester C(C)OC(=O)C1=NC(=C(N=C1Cl)N)C1=C(C(=CC=C1)Cl)Cl